(4-(6-(5,6-dimethoxypyridin-3-yl)-4-methylquinazolin-8-yl)phenyl)cyclopropanesulfonamide COC=1C=C(C=NC1OC)C=1C=C2C(=NC=NC2=C(C1)C1=CC=C(C=C1)C1(CC1)S(=O)(=O)N)C